(3-chloro-5,6-difluoro-2-pyridyl)methanol Sodium borohydride [BH4-].[Na+].ClC=1C(=NC(=C(C1)F)F)CO